ClC=1C=C2C(C(=C(N(C2=C(C1)Cl)C)C1=CC=C(C=C1)OCCCCl)OC)=O 6,8-dichloro-2-(4-(3-chloropropoxy)phenyl)-3-methoxy-1-methylquinolin-4(1H)-one